1-(6-bromo-2-methoxyquinolin-3-yl)-2-(2,6-diethoxypyridin-4-yl)-4-(dimethylamino)-1-(2-fluoro-3-methylphenyl)butan-2-ol BrC=1C=C2C=C(C(=NC2=CC1)OC)C(C(CCN(C)C)(O)C1=CC(=NC(=C1)OCC)OCC)C1=C(C(=CC=C1)C)F